(2R,3R,4S,5R,6S)-6-(4-(4-(4-(4-(4-(2-aminoethyl)-2-iodophenoxy)phenoxy)butyl)piperazin-1-yl)phenyl)-2-methyl-5-((6-(trifluoromethyl)pyridin-2-yl)oxy)tetrahydro-2H-pyran-3,4-diol NCCC1=CC(=C(OC2=CC=C(OCCCCN3CCN(CC3)C3=CC=C(C=C3)[C@H]3[C@@H]([C@H]([C@H]([C@H](O3)C)O)O)OC3=NC(=CC=C3)C(F)(F)F)C=C2)C=C1)I